2-[6-chloro-3-(ethylsulfanyl)pyridin-2-yl]-3-methyl-6-(trifluoromethyl)-3H-imidazo[4,5-c]pyridine ClC1=CC=C(C(=N1)C1=NC2=C(C=NC(=C2)C(F)(F)F)N1C)SCC